1-((3R,5R)-4-(2-fluoro-4-methoxybenzoyl)-3,5-dimethylpiperazin-1-yl)-2-(1H-indazol-3-yl)ethanone FC1=C(C(=O)N2[C@@H](CN(C[C@H]2C)C(CC2=NNC3=CC=CC=C23)=O)C)C=CC(=C1)OC